Methyl 2-methyl-2-[3-(4-[4-[2-(N-methylmethanesulfonamido)benzamido]benzenesulfonyl]-piperazin-1-yl)phenyl]propanoate CC(C(=O)OC)(C)C1=CC(=CC=C1)N1CCN(CC1)S(=O)(=O)C1=CC=C(C=C1)NC(C1=C(C=CC=C1)N(S(=O)(=O)C)C)=O